OC(C)C=1C(=NC(=CC1)N1C=NC2=C1C=CC(=C2)NC=2N=NC(=CC2)C)C=2C(=C(C=CC2)O)OC 3-[3-(1-Hydroxyethyl)-6-[5-[(6-methylpyridazin-3-yl)amino]benzimidazol-1-yl]-2-pyridyl]-2-methoxy-phenol